FC(C(C(C(F)(F)F)(F)F)(F)F)(S(=O)(=O)[O-])F.C(C)[NH+](CCC)C ethylmethylpropylammonium perfluorobutanesulfonate